p-aminophenyl-Choline NC1=CC=C(C=C1)OCC[N+](C)(C)C